C(C#C)C1(CCN(CC1)C(=O)OC(C)(C)C)C(=O)OC 1-Tert-butyl 4-methyl 4-prop-2-ynylpiperidine-1,4-dicarboxylate